tert-butyl 2-(4-(6-isopropoxy-1-oxo-5-(pyrazolo[1,5-a]pyrimidine-3-carboxamido)isoindolin-2-yl)piperidin-1-yl)acetate C(C)(C)OC1=C(C=C2CN(C(C2=C1)=O)C1CCN(CC1)CC(=O)OC(C)(C)C)NC(=O)C=1C=NN2C1N=CC=C2